[N+](=O)([O-])C=1C(=NC(=C(C1)C(F)(F)F)NC(CCC1=NC=CC=N1)C)C(=O)NN (E)-3-nitro-6-(1-pyrimidin-2-yl-but-3-ylamino)-5-(trifluoromethyl)pyridine-2-carbohydrazide